enanthic acid butyl ester C(CCC)OC(CCCCCC)=O